CC(C(C=C)=O)(C)C 4,4-Dimethylpent-1-en-3-one